tert-butyl (8-methoxy-2,6,6,9-tetramethyl-6H-benzo[c]chromen-3-yl)carbamate COC=1C(=CC2=C(C(OC3=CC(=C(C=C23)C)NC(OC(C)(C)C)=O)(C)C)C1)C